O=C1N(C(CN1)=O)CC(=O)N[C@@H](C(=O)NC1=CC(=C(C=C1)[Si](C)(C)C)F)C1=CC=C(C=C1)COC (2R)-2-(((2,5-dioxoimidazolidin-1-yl)acetyl)amino)-N-(3-fluoro-4-(trimethylsilyl)phenyl)-2-(4-(methoxymethyl)phenyl)acetamide